benzyl (3-(4-oxo-7-(trifluoromethyl)isochroman-3-ylidene)propyl)carbamate O=C1C(OCC2=CC(=CC=C12)C(F)(F)F)=CCCNC(OCC1=CC=CC=C1)=O